N12CC(C(CC1)CC2)N(C(O)=O)[C@H]2CCCC1=CC(=CC=C21)C2=CC=C(C=C2)C(C)C.ClC=2C=NC(=NC2)OC2=C(C(=CC=C2)F)C2=CC(=NO2)C(F)F 5-Chloro-2-[2-[3-(difluoromethyl)-5-isoxazolyl]-3-fluorophenoxy]pyrimidine (S)-quinuclidin-3-yl-(6-(4-isopropylphenyl)-1,2,3,4-tetrahydronaphthalen-1-yl)carbamate